tert-butyl 6-(3-ethoxy-3-oxopropyl)-1-methyl-3,4-dihydroisoquinoline-2(1H)-carboxylate C(C)OC(CCC=1C=C2CCN(C(C2=CC1)C)C(=O)OC(C)(C)C)=O